FC1=CC=C(C=C1)C1=CC=C(N=N1)NC1[C@H]2CN(C[C@@H]12)CC1CCOCC1 (1s,5r)-N-[6-(4-fluorophenyl)pyridazin-3-yl]-3-(tetrahydropyran-4-ylmethyl)-3-azabicyclo[3.1.0]hexane-6-amine